N-[(5-bromo-2-methoxy-phenyl)methylene]-2-methyl-propane-2-sulfinamide BrC=1C=CC(=C(C1)C=NS(=O)C(C)(C)C)OC